6-(2-(2,4,5-Trifluorophenyl)-5,6-dihydro-4H-pyrrolo[1,2-b]pyrazol-3-yl)imidazo[1,2-a]pyridine FC1=C(C=C(C(=C1)F)F)C=1C(=C2N(N1)CCC2)C=2C=CC=1N(C2)C=CN1